2-{[(butylthio)thioformyl]sulfanyl}propionic acid C(CCC)SC(=S)SC(C(=O)O)C